COC1=CC=C(C=C1)C1(CC1)N 1-(4-Methoxyphenyl)cyclopropanamine